5-chloro-1'-[(2S)-2-(4-methanesulfonylphenoxy)propyl]-1,2-dihydrospiro[indole-3,4'-piperidin]-2-one ClC=1C=C2C(=CC1)NC(C21CCN(CC1)C[C@H](C)OC1=CC=C(C=C1)S(=O)(=O)C)=O